methyl (S,E)-(7-(dimethylamino)-1-((1-((7-(2-methylprop-1-en-1-yl)-3H-imidazo[4,5-c]pyridin-2-yl)methyl)-2-oxo-1,2-dihydropyridin-3-yl)amino)-1,7-dioxohept-5-en-2-yl)carbamate CN(C(/C=C/CC[C@@H](C(=O)NC=1C(N(C=CC1)CC1=NC2=C(C=NC=C2C=C(C)C)N1)=O)NC(OC)=O)=O)C